2-(4-tertiary amyl-benzoyl)benzoic acid C(C)(C)(CC)C1=CC=C(C(=O)C2=C(C(=O)O)C=CC=C2)C=C1